N-({6-methylimidazo[1,2-a]pyridin-2-yl}methyl)-4-oxo-4H-pyrido[1,2-a]pyrimidine-2-carboxamide CC=1C=CC=2N(C1)C=C(N2)CNC(=O)C=2N=C1N(C(C2)=O)C=CC=C1